Triethylsilane tetraphenylborate C1(=CC=CC=C1)[B-](C1=CC=CC=C1)(C1=CC=CC=C1)C1=CC=CC=C1.C(C)[SiH](CC)CC